7-bromo-2-oxoimidazo[4,5-c]pyridine BrC=1C=2C(C=NC1)=NC(N2)=O